tert-butyl (1R,5S)-3-(7-bromo-8-fluoro-2-((tetrahydro-1H-pyrrolizin-7a(5H)-yl)methoxy)-6-(trifluoromethyl)quinazolin-4-yl)-3,8-diazabicyclo[3.2.1]octane-8-carboxylate BrC1=C(C=C2C(=NC(=NC2=C1F)OCC12CCCN2CCC1)N1C[C@H]2CC[C@@H](C1)N2C(=O)OC(C)(C)C)C(F)(F)F